7-((2-hydroxyethyl)sulfonyl)-2-(3-((S)-3-methoxy-2-methyl-3-oxopropyl)phenyl)-2-methylheptanoic acid OCCS(=O)(=O)CCCCCC(C(=O)O)(C)C1=CC(=CC=C1)C[C@@H](C(=O)OC)C